BrC=1C=NN(C1)CCCCNC(=O)C1=NOC(=C1)C=1OC=CC1 N-(4-(4-bromo-1H-pyrazol-1-yl)butyl)-5-(furan-2-yl)isoxazole-3-carboxamide